C[C@@H](CC1=CC=CC=C1)N The molecule is a 1-phenylpropan-2-amine that has S configuration. It has a role as a neurotoxin, an adrenergic uptake inhibitor, a dopaminergic agent, a sympathomimetic agent, a dopamine uptake inhibitor and an adrenergic agent. It is an enantiomer of a (R)-amphetamine.